bis(2-butyloctyl) 10-(((1-(2-((tert-butyldimethylsilyl)oxy)ethyl)piperidin-4-yl)methyl)amino)nonadecanedioate [Si](C)(C)(C(C)(C)C)OCCN1CCC(CC1)CNC(CCCCCCCCC(=O)OCC(CCCCCC)CCCC)CCCCCCCCC(=O)OCC(CCCCCC)CCCC